(S)-tert-butyl 5-(4-(tert-butoxycarbonyl)piperazin-1-yl)-3-((methyl((S)-5,6,7,8-tetrahydroquinolin-8-yl)amino)methyl)-3,4-dihydroisoquinoline-2(1H)-carboxylate C(C)(C)(C)OC(=O)N1CCN(CC1)C1=C2C[C@H](N(CC2=CC=C1)C(=O)OC(C)(C)C)CN([C@H]1CCCC=2C=CC=NC12)C